CS(=O)(=O)CC1CN(C1)C=1C=CC(=C2C=C(N=CC12)NC1=NC(=NC=C1)N1C[C@@]([C@H](CC1)O)(C)OC)C(C)C (3R,4S)-1-[4-({8-[3-(methanesulfonylmeth-yl)azetidin-1-yl]-5-(propan-2-yl)isoquinolin-3-yl}amino)pyrimidin-2-yl]-3-methoxy-3-methylpiperidin-4-ol